5-(2-cyclopropyl-3-pyridyl)-3-[hydroxy-[4-[1-methyl-4-(trifluoromethyl)imidazol-2-yl]phenyl]methyl]pyrrolo[2,3-c]pyridine-1-carboxylate C1(CC1)C1=NC=CC=C1C=1C=C2C(=CN1)N(C=C2C(C2=CC=C(C=C2)C=2N(C=C(N2)C(F)(F)F)C)O)C(=O)[O-]